ammonium hypophosphite salt [PH2](=O)[O-].[NH4+]